3-[[4-[2-Amino-2-(3,3-dimethylcyclobutyl)ethoxy]-6-(2,6-dimethylphenyl)pyrimidin-2-yl]sulfamoyl]benzoic acid NC(COC1=NC(=NC(=C1)C1=C(C=CC=C1C)C)NS(=O)(=O)C=1C=C(C(=O)O)C=CC1)C1CC(C1)(C)C